C(C1=CC=CC=C1)OC1=C(C=CC=C1OCC1=CC=CC=C1)C(C=1C=C(C=CC1)NC(=O)C1=CC(=NN1C1=CC(=CC=C1)C#N)C(F)(F)F)O N-(3-((2,3-bis(benzyloxy)phenyl)(hydroxy)methyl)phenyl)-1-(3-cyanophenyl)-3-(trifluoromethyl)-1H-pyrazole-5-carboxamide